1-chloro-9,10-bis(propionyloxy)anthracene ClC1=CC=CC2=C(C3=CC=CC=C3C(=C12)OC(CC)=O)OC(CC)=O